O(O)O.[Ni].[Fe] iron nickel oxygen hydroxide